tert-butyl (2R,4S)-4-fluoro-2-[[4-(2-methylpyrazol-3-yl)phenyl]carbamoyl]pyrrolidine-1-carboxylate F[C@H]1C[C@@H](N(C1)C(=O)OC(C)(C)C)C(NC1=CC=C(C=C1)C=1N(N=CC1)C)=O